C(=C)C1=C(C=CC=C1)CC(CC)C1=C(C=CC=C1)C=C 1,2-bis(vinylphenyl)butane